FC(CN1C=NC(=C1)C1=NC(=NC=C1C#N)NC1CCN(CC1)S(=O)(=O)C)F (1-(2,2-difluoroethyl)-1H-imidazol-4-yl)-2-((1-(methylsulfonyl)piperidin-4-yl)amino)pyrimidine-5-carbonitrile